C(CCCCCCC)C=1C=CC=C2CNCC12 7-octyl-isoindoline